(S)-3-methyl-2-[7-(3,3,3-trifluoro-2-hydroxy-propyl)-5,6-dihydropyrrolo[2,3-c]pyridazin-3-yl]-5-(trifluoromethyl)phenol CC=1C(=C(C=C(C1)C(F)(F)F)O)C1=CC2=C(N=N1)N(CC2)C[C@@H](C(F)(F)F)O